7-(2-methyl-4-(6-(trifluoromethyl)pyrido[3,2-d]pyrimidin-2-yl)phenyl)-1-(tetrahydro-2H-pyran-2-yl)-6,7-dihydro-1H-pyrazolo[3,4-f][1,4]oxazepin CC1=C(C=CC(=C1)C=1N=CC2=C(N1)C=CC(=N2)C(F)(F)F)N2CCOC=1C(=C2)N(NC1)C1OCCCC1